C(C)(C)(C)OCCC(C(=O)OC(C)(C)C)N1C(C=C(C(=C1)OC)C1=C(C=CC(=C1)Cl)C1=CN=CO1)=O tert-Butyl 4-tert-butoxy-2-{4-[5-chloro-2-(1,3-oxazol-5-yl)phenyl]-5-methoxy-2-oxopyridin-1(2H)-yl}butanoate